[Na+].S(=O)(=O)([O-])CCCOCC#C propargyl (3-sulfopropyl) ether sodium salt